N,N-Dimethyllactoamide CN(C(C(O)C)=O)C